SC(CC(=O)OCCN1C(N(C(N(C1=O)CCOC(CC(C)S)=O)=O)CCOC(CC(C)S)=O)=O)C 1,3,5-tris(2-(3-mercaptobutanoyloxy)ethyl)-1,3,5-triazine-2,4,6-trione